O=C1NC2=CC=C(C=C2CC1)C=1C=C(C=NC1)CNC(=O)C=1C(=NOC1C)C 3,5-Dimethyl-isoxazole-4-carboxylic acid [5-(2-oxo-1,2,3,4-tetrahydro-quinolin-6-yl)-pyridin-3-ylmethyl]-amide